magnesium nickel zinc [Zn].[Ni].[Mg]